N-(1-methyl-3-(4'-(2-(2-oxopyrrolidin-1-yl)ethoxy)-4,5,5',6'-tetrahydro-2H-spiro[furan-3,8'-pyrano[3,4-b]pyridin]-2'-yl)-1H-pyrrolo[2,3-c]pyridin-5-yl)acetamide CN1C=C(C=2C1=CN=C(C2)NC(C)=O)C2=CC(=C1C(=N2)C2(OCC1)COCC2)OCCN2C(CCC2)=O